5-(3,4-Difluorophenyl)-N-((6-((3R,5S)-3,5-dimethylpiperazin-1-yl)pyridin-2-yl)methyl)-7H-pyrrolo[2,3-d]pyrimidin-4-amine FC=1C=C(C=CC1F)C1=CNC=2N=CN=C(C21)NCC2=NC(=CC=C2)N2C[C@H](N[C@H](C2)C)C